2-(2-chlorophenyl)-N-(4-((pyrrolidin-3-yloxy)methyl)-3-sulfamoylphenyl)acetamide ClC1=C(C=CC=C1)CC(=O)NC1=CC(=C(C=C1)COC1CNCC1)S(N)(=O)=O